4-((3-(2-(2-methylisonicotinoyl)-2-azaspiro[3.3]hept-6-yl)ureido)methyl)benzamide CC=1C=C(C(=O)N2CC3(C2)CC(C3)NC(NCC3=CC=C(C(=O)N)C=C3)=O)C=CN1